BrC=1C=C(C(N(C1)C)=O)NC1=NC(=NC=C1)C 5-Bromo-1-methyl-3-(2-methylpyrimidin-4-ylamino)pyridin-2(1H)-one